5-phenyl-2-(pyrrolidine-2-yl)thiazole C1(=CC=CC=C1)C1=CN=C(S1)C1NCCC1